1,6-difluoroheptane FCCCCCC(C)F